C1(CC1)C(=O)NC1=NC=C(C(=O)O)C(=C1)NC1=NN(C2=CC=C(C(=C12)OC)C(C(F)(F)F)O)C 6-(Cyclopropanecarboxamido)-4-((4-methoxy-1-methyl-5-(2,2,2-trifluoro-1-hydroxyethyl)-1H-indazol-3-yl)amino)nicotinic acid